BrC=1C(=CC(=C(C1)CO)C=1C(=NC(=CC1)F)F)F (5-bromo-2-(2,6-difluoropyridin-3-yl)-4-fluorophenyl)methanol